FC1(CCC(CC1)COC=1C=CC(=C2C=CC=NC12)CNC(C=C)=O)F N-([8-{(4,4-difluorocyclohexyl)methoxy}quinolin-5-yl]methyl)acrylamide